COC=1C=C(C=CC1)NC(=O)C1CCC(CC1)N1C(C2=CC=CC(=C2C1)C)=O (1s,4s)-N-(3-Methoxyphenyl)-4-(4-methyl-1-oxoisoindolin-2-yl)cyclohexanecarboxamide